6-bromo-N2-cyclopentyl-N4,N4-Bis(4-methoxybenzyl)pyridine-2,4-diamine BrC1=CC(=CC(=N1)NC1CCCC1)N(CC1=CC=C(C=C1)OC)CC1=CC=C(C=C1)OC